ClC1=CC=C(C=C1)N1N=CC(=C1)C=O 1-(4-chlorophenyl)-1H-pyrazole-4-carbaldehyde